(R)-N-(1-(dimethylamino)propan-2-yl)-5,6-dimethyl-6H-pyrido[4,3-b]carbazole-1-carboxamide CN(C[C@@H](C)NC(=O)C1=NC=CC2=C(C=3N(C=4C=CC=CC4C3C=C21)C)C)C